NCC=1C=CC(=C(C(=O)N[C@H](C)C2=CC(=CC(=C2)C2=CC=NN2C)C=2C=NN(C2)C)C1)C (R)-5-(aminomethyl)-2-methyl-N-(1-(3-(1-methyl-1H-pyrazol-4-yl)-5-(1-methyl-1H-pyrazol-5-yl)phenyl)ethyl)benzamide